(6-chloro-4-hydroxy-4-methyl-3,4-dihydroquinolin-1(2H)-yl)(6-(5-fluoropyridin-2-yl)-2,6-Diazaspiro[3.3]Heptane-2-yl)methanone ClC=1C=C2C(CCN(C2=CC1)C(=O)N1CC2(C1)CN(C2)C2=NC=C(C=C2)F)(C)O